CC=1C=C(C=C2C(NC(=NC12)C1=CC2=C(C=N1)C=CS2)=O)CCN2CC1(COC1)C2 8-methyl-6-[2-(2-oxa-6-azaspiro[3.3]heptan-6-yl)ethyl]-2-thieno[3,2-c]pyridin-6-yl-3H-quinazolin-4-one